2-methyl-2-(piperidin-4-yl)propionitrile hydrochloride Cl.CC(C#N)(C)C1CCNCC1